NC(CC(=O)O)CC1=CC=C(C=C1)Cl l-3-amino-4-(4-chlorophenyl)-butyric acid